NCC(=O)N1C(C=2N(CC1)C(=C(N2)C2=CC=C(C=C2)F)NC2=CC=C(C=C2)F)(C)C 2-amino-1-(2-(4-fluorophenyl)-3-(4-fluorophenylamino)-8,8-dimethyl-5,6-dihydroimidazo[1,2-a]pyrazin-7(8H)-yl)ethanone